11H-Indeno[1,2-b]quinoxalin-11-one O-(2-furanylcarbonyl)oxime O1C(=CC=C1)C(=O)ON=C1C2=CC=CC=C2C2=NC=3C=CC=CC3N=C21